5-ethylsulfonyl-1,3-dimethyl-6-[7-methyl-3-(trifluoromethyl)imidazo[4,5-c]pyridazin-6-yl]benzimidazol-2-one C(C)S(=O)(=O)C1=CC2=C(N(C(N2C)=O)C)C=C1C1=NC2=C(N=NC(=C2)C(F)(F)F)N1C